4-(4-Chloro-6-(isopropyl-(propyl)amino)pyridinamido)-2,6-difluorobenzoic acid ClC1=CC(=NC(=C1)N(CCC)C(C)C)C(=O)NC1=CC(=C(C(=O)O)C(=C1)F)F